[Cl-].[Cl-].[Zr+2].C1(=CC=CC=C1)C=1C=C(C=CC1)C1=NNC(C2=CC=CC=C12)=O.C1(=CC=CC=C1)C=1C=C(C=CC1)C1=NNC(C2=CC=CC=C12)=O bis[4-(3-phenylphenyl)-2,3-naphthyridin-1-one] zirconium dichloride